(S)-2-(4-(2-(1-Cyclopropylethyl)-7-(methylsulfonyl)-1-oxoisoindolin-5-yl)pyridin-2-yl)-4-methyl-N-(tetrahydro-2H-pyran-4-yl)-1H-imidazole C1(CC1)[C@H](C)N1C(C2=C(C=C(C=C2C1)C1=CC(=NC=C1)C=1N(C=C(N1)C)C1CCOCC1)S(=O)(=O)C)=O